NCCOCCOCCNC(C1=C(C=C(C=C1)NC=1C=2N(C=CN1)C(=CN2)C2=CC=C(C=C2)OC(F)F)C)=O N-(2-(2-(2-aminoethoxy)ethoxy)ethyl)-4-((3-(4-(difluoromethoxy)phenyl)imidazo[1,2-a]pyrazin-8-yl)amino)-2-methyl-benzamide